4-Chloro-N-[5-methyl-2-[7H-pyrrolo[2,3-d]pyrimidine-4-carbonyl]-3-pyridyl]-3-(trifluoromethyl)benzenesulfonamide CC1=CC(=C(N=C1)C(=O)C2=C3C=CNC3=NC=N2)NS(=O)(=O)C4=CC(=C(C=C4)Cl)C(F)(F)F